tert-butyl 3-(5-acetylthiophen-2-yl)pyrrolidine-1-carboxylate C(C)(=O)C1=CC=C(S1)C1CN(CC1)C(=O)OC(C)(C)C